tert-butyl [7-{[(4-fluorophenyl)methyl]carbamoyl}-2-(3-methyl-2-oxoimidazolidin-1-yl)-6-oxopyrido[2,3-b]pyrazin-5(6H)-yl]acetate FC1=CC=C(C=C1)CNC(=O)C1=CC=2C(=NC=C(N2)N2C(N(CC2)C)=O)N(C1=O)CC(=O)OC(C)(C)C